O1[C@@H](COC2=C1C=CC=C2)C(=O)O (S)-1,4-benzodioxan-2-carboxylic acid